Cl.Cl.N1N=CC(=C1)C1=CC=C(C=C1)NC(C(CN)N=[N+]=[N-])=O N-(4-(1H-pyrazol-4-yl)phenyl)-3-amino-2-azidopropanamide dihydrochloride